2-(1,3-Dimethyl-1H-pyrazol-4-yl)-N-(5-(2-(3,3-dimethylazetidin-1-yl)acetamido)-2-methylpyridin-3-yl)pyrazolo[5,1-b]thiazole-7-carboxamide CN1N=C(C(=C1)C1=CN2C(S1)=C(C=N2)C(=O)NC=2C(=NC=C(C2)NC(CN2CC(C2)(C)C)=O)C)C